C(C)N1C2=NC=NC(=C2N=C1)N 9-ethyl-9H-purin-6-amine